bis(2-hydroxyethoxy)-1,1'-binaphthalene OCCOC=1C(=C(C2=CC=CC=C2C1)C1=CC=CC2=CC=CC=C12)OCCO